pyridinimine titanium [Ti].N1C(C=CC=C1)=N